C(C)(C)(C)OC(=O)N1CCC2=CC=C(C=C12)C(=O)O 1-(tert-butoxycarbonyl)-indoline-6-carboxylic acid